i-Butyltrimethoxysilan C(C(C)C)[Si](OC)(OC)OC